(S)-2-amino-6-borono-2-((1S,3R)-3-((1-(4-(trifluoromethyl)phenyl)piperidin-4-yl)methylamino)cyclobutyl)hexanoic acid N[C@@](C(=O)O)(CCCCB(O)O)C1CC(C1)NCC1CCN(CC1)C1=CC=C(C=C1)C(F)(F)F